CC1=C(C(NC(=C1)C)=O)CNC(C1=C(C(=CC(=C1F)C=1C=C2CCC(C2=CC1)N1CCOCC1)N(C1CCOCC1)CC)C)=O N-((4,6-dimethyl-2-oxo-1,2-dihydropyridin-3-yl)methyl)-3-(ethyl-(tetrahydro-2H-pyran-4-yl)amino)-6-fluoro-2-methyl-5-(1-morpholino-2,3-dihydro-1H-inden-5-yl)benzamide